((2-(4-(2-((2-(bis(2-((2-hexyldecanoyl)oxy)ethyl) amino)ethyl)(2-((2-hexyldecanoyl)oxy)ethyl) amino)ethyl)piperazin-1-yl)ethyl)azanediyl)bis(ethane-2,1-diyl) bis(2-hexyldecanoate) C(CCCCC)C(C(=O)OCCN(CCOC(C(CCCCCCCC)CCCCCC)=O)CCN1CCN(CC1)CCN(CCOC(C(CCCCCCCC)CCCCCC)=O)CCN(CCOC(C(CCCCCCCC)CCCCCC)=O)CCOC(C(CCCCCCCC)CCCCCC)=O)CCCCCCCC